C(#N)C1=CC=C(N=N1)N1CC([C@@H](CC1)NC1=C(C=NC=2N1N=C(C2)C=2C=NC(=NC2)OC)C(=O)N)(C)C (R)-7-((1-(6-cyanopyridazin-3-yl)-3,3-dimethylpiperidin-4-yl)amino)-2-(2-methoxypyrimidin-5-yl)pyrazolo[1,5-a]pyrimidine-6-carboxamide